FC=1C(=CC=2C3=C(N=C(C2C1)NCCO)COC[C@@H]3N(C(=O)C=3NC1=CC(=C(C=C1C3)F)F)C)F |r| Racemic-N-(8,9-difluoro-6-((2-hydroxyethyl)amino)-1,4-dihydro-2H-pyrano[3,4-c]isoquinolin-1-yl)-5,6-difluoro-N-methyl-1H-indole-2-carboxamide